2-(3-(diphenylbornyl)-2,4-dimethylphenyl)-4,4,5,5-tetramethyl-1,3,2-dioxaborolane C1(=CC=CC=C1)C1C(C2(CCC1C2(C)C)C)(C=2C(=C(C=CC2C)B2OC(C(O2)(C)C)(C)C)C)C2=CC=CC=C2